(2S)-5-chloro-N-{3-[2-(4-chloro-3-fluorophenoxy)acetamido]bicyclo[1.1.1]pent-1-yl}-3-hydroxy-2-methyl-2,3-dihydro-1-benzofuran-2-carboxamide ClC=1C=CC2=C(C([C@](O2)(C(=O)NC23CC(C2)(C3)NC(COC3=CC(=C(C=C3)Cl)F)=O)C)O)C1